Tris(Pentafluorophenyl)Borane FC1=C(C(=C(C(=C1B(C1=C(C(=C(C(=C1F)F)F)F)F)C1=C(C(=C(C(=C1F)F)F)F)F)F)F)F)F